C(#C)[C@H]1[C@H](CCCC1)N1C(C2=CC=CC=C2C1=O)=O ((1S,2S)-2-ethynylcyclohexyl)isoindoline-1,3-dione